2-(2,6-dioxopiperidin-3-yl)-4-fluoroisoindole-1,3-dione O=C1NC(CCC1N1C(C2=CC=CC(=C2C1=O)F)=O)=O